(R)-1-(1H-benzo[d]imidazol-2-yl)-2-(benzyloxy)ethan-1-amine hydrochloride Cl.N1C(=NC2=C1C=CC=C2)[C@H](COCC2=CC=CC=C2)N